bromoindoleamide BrC1=C(NC2=CC=CC=C12)C(=O)N